BrC1=C(C=C2CN(C(C2=C1)=O)C1C(NC(CC1)=O)=O)O 3-(6-bromo-5-hydroxy-1-oxoisoindol-2-yl)piperidine-2,6-dione